N-(3-OXO-1-PHENYLPROPYL)ACETAMIDE O=CCC(C1=CC=CC=C1)NC(C)=O